2-methyl-N-(1-methyl-1H-pyrazol-3-yl)-5-((2-(trifluoromethyl)pyridin-3-yl)methoxy)benzofuran CC=1OC2=C(C1)C=C(C=C2)OCC=2C(N(C=CC2)C2=NN(C=C2)C)C(F)(F)F